1-(2-fluoro-2-methylpropyl)-N-(6-(5-methyl-1,3,4-thiadiazol-2-yl)isoquinolin-3-yl)piperidine-4-carboxamide FC(CN1CCC(CC1)C(=O)NC=1N=CC2=CC=C(C=C2C1)C=1SC(=NN1)C)(C)C